N,5-dimethyl-2-(4,4,5,5-tetramethyl-1,3,2-dioxaborolan-2-yl)aniline CNC1=C(C=CC(=C1)C)B1OC(C(O1)(C)C)(C)C